4-(2-fluoro-5-((Z)-2-fluoro-2-(5-(2-propyn-1-yloxy)-2-pyrazinyl)ethenyl)phenyl)-N,4,6-trimethyl-5,6-dihydro-4H-1,3-thiazine-6-carboxamide FC1=C(C=C(C=C1)\C=C(\C1=NC=C(N=C1)OCC#C)/F)C1(N=CSC(C1)(C(=O)NC)C)C